C(CCC)NC1=CC=C(C=C1)[N+](=O)[O-] N-butyl-4-nitroaniline